C(CCC)OCOCCCC(C)[Li] 4-butoxymethoxy-1-methylbutyl-lithium